C(#N)C1=CC(=C(C=C1)N1CC(N(C2(CN(C2)C=2C=CC(=C(C(=O)NC)C2)NC)C1=O)CC1=CC=C(C=C1)C(F)(F)F)=O)F 5-(8-(4-cyano-2-fluorophenyl)-6,9-dioxo-5-(4-(trifluoromethyl)benzyl)-2,5,8-triazaspiro[3.5]nonan-2-yl)-N-methyl-2-(methylamino)benzamide